tert-butyl 4-(2-(4-(4-chloro-7H-pyrrolo[2,3-d]pyrimidin-6-yl)phenoxy)ethyl)piperazine-1-carboxylate ClC=1C2=C(N=CN1)NC(=C2)C2=CC=C(OCCN1CCN(CC1)C(=O)OC(C)(C)C)C=C2